NC1=NN2C(C=C(C=C2)C=2C=NC=3CCN(C(C3C2)=O)C2CN(CC2F)C([C@@](C(F)(F)F)(C)O)=O)=N1 3-(2-amino-[1,2,4]triazolo[1,5-a]pyridin-7-yl)-6-(4-fluoro-1-((R)-3,3,3-trifluoro-2-hydroxy-2-methylpropanoyl)pyrrolidin-3-yl)-7,8-dihydro-1,6-naphthyridin-5(6H)-one